ClC=1C=C(C=C(C1)Cl)NC1=NC=C(C(=N1)NC1CCC(CC1)N(C)C)C=1C=NN(C1)C N2-(3,5-dichlorophenyl)-N4-((1s,4s)-4-(dimethylamino)cyclohexyl)-5-(1-methyl-1H-pyrazol-4-yl)pyrimidine-2,4-diamine